(2-cyclopropoxy-4-fluorophenyl)(6-((1-methyl-5-(2-(trifluoromethyl)phenyl)-1H-pyrazol-3-yl)oxy)-2-azaspiro[3.3]heptan-2-yl)methanone C1(CC1)OC1=C(C=CC(=C1)F)C(=O)N1CC2(C1)CC(C2)OC2=NN(C(=C2)C2=C(C=CC=C2)C(F)(F)F)C